3,3'-ethylenebis{1-[3-(triethoxysilyl)propyl]-5-amino-1,2,4-triazole} C(CC1=NN(C(=N1)N)CCC[Si](OCC)(OCC)OCC)C1=NN(C(=N1)N)CCC[Si](OCC)(OCC)OCC